5-phenoxybenzo[c][1,2]oxaborol-1(3H)-ol O(C1=CC=CC=C1)C1=CC2=C(B(OC2)O)C=C1